C(=O)(O)CCCN(C(=O)C1=C(C=CC=C1)C=1C2=CC=C(C=C2SC2=CC(C=CC12)=[N+](C)C)N(C)C)C [9-[2-[3-carboxypropyl(methyl)-carbamoyl]phenyl]-6-(dimethylamino)thioxanthen-3-ylidene]-dimethylazanium